Cl.N[C@@H](C(=O)OC)[C@H](C1=CC=CC=C1)O methyl (2R,3S)-2-amino-3-hydroxy-3-phenyl-propanoate hydrochloride